trifluoro-2,4,6-Trihydroxybenzoic acid FOC(C1=C(C(=C(C(=C1O)F)O)F)O)=O